5-Amino-2-(5-cyclopropyl-1,3,4-oxadiazol-2-yl)-N-[(dimethylamino)methylene]benzenesulfonamide NC=1C=CC(=C(C1)S(=O)(=O)N=CN(C)C)C=1OC(=NN1)C1CC1